C(=O)[O-].C(CCCCCCCCCCCCCCC)(=O)OC(CC)OC(C(=O)OC1CC2CCC(C1)[N+]21CCCC1)(C1=CC=CC=C1)C1=CC=CC=C1 3-(2-(1-(Palmitoyloxy)propoxy)-2,2-diphenylacetoxy)spiro[bicyclo[3.2.1]octane-8,1'-pyrrolidin]-8-ium formate